Br[GeH3] bromo-germane